CS(=O)(=O)CCCS(=O)(=O)C1=CC=C(OCC2CN(CC2C)CCC=2C=C(C#N)C=CC2)C=C1 3-[2-(3-{[4-(3-methanesulfonylpropanesulfonyl)phenoxy]methyl}-4-methylpyrrolidin-1-yl)ethyl]benzonitrile